ClC1=NC(=NC(=C1CC)C(F)(F)F)SC 4-chloro-5-ethyl-2-methylsulfanyl-6-(trifluoromethyl)pyrimidine